C(C)(C)(C)N1C=C(C=2C1=NC(=CC2)C(=O)N2CC(C(CC2)NC2=NC(=C(C(=O)OC)C(=C2)C)C)C)C2=CC(=C(C=C2)Cl)F methyl 6-((1-(1-(tert-butyl)-3-(4-chloro-3-fluorophenyl)-1H-pyrrolo[2,3-b]pyridine-6-carbonyl)-3-methylpiperidin-4-yl)amino)-2,4-dimethylnicotinate